(S)-3-((1-aminopropane-2-yl)oxy)-2-((ethylamino)methyl)-6-fluorobenzonitrile NC[C@H](C)OC=1C(=C(C#N)C(=CC1)F)CNCC